ClC1=CC(=C(N)C=C1)B1OC(C(O1)(C)C)(C)C 4-chloro-2-(tetramethyl-1,3,2-dioxaborol-2-yl)aniline